[(2R)-2-methoxy-3-octadecoxypropyl] [(1R,2R,3S,4R,6R)-2,3,4,6-tetrahydroxycyclohexyl] hydrogen phosphate P(=O)(OC[C@@H](COCCCCCCCCCCCCCCCCCC)OC)(O[C@H]1[C@@H]([C@H]([C@@H](C[C@H]1O)O)O)O)O